3-[1-(cyclopropylmethyl)pyrazol-4-yl]-6-(3,7,8-trimethyl-[1,2,4]triazolo[4,3-b]pyridazin-6-yl)-7,8-dihydro-5H-1,6-naphthyridine C1(CC1)CN1N=CC(=C1)C=1C=NC=2CCN(CC2C1)C=1C(=C(C=2N(N1)C(=NN2)C)C)C